3-(1,1-Difluoro-2-hydroxy-2-methylpropyl)-5-(1-(7-methoxy-6-(2-methoxyethoxy)-2-methylquinazolin-4-ylamino)ethyl)phenylacetamide FC(C(C)(C)O)(F)C=1C=C(C=C(C1)C(C)NC1=NC(=NC2=CC(=C(C=C12)OCCOC)OC)C)CC(=O)N